2-Oxopropane-1,3-diyl bis(2-(((5Z,8Z,11Z,14Z,17Z)-icosa-5,8,11,14,17-pentaen-1-yl)oxy)butanoate) C(CCC\C=C/C\C=C/C\C=C/C\C=C/C\C=C/CC)OC(C(=O)OCC(COC(C(CC)OCCCC\C=C/C\C=C/C\C=C/C\C=C/C\C=C/CC)=O)=O)CC